SCSC(CC(SCS)SCS)SCS 1,1,3,3-tetrakis(Mercaptomethylthio)propane